tert-butyl N-[(3R)-1-[(2-bromopyridin-4-yl)methyl]piperidin-3-yl]carbamate BrC1=NC=CC(=C1)CN1C[C@@H](CCC1)NC(OC(C)(C)C)=O